(2R,7aS)-2-fluorotetrahydropyrrole F[C@H]1NCCC1